(R)- or (S)-5-(4'-Chloro-2'-methoxy-3,4,5,6-tetrahydro-2H-[1,3']bipyridinyl-4-yl)-2,4-dimethyl-7-(2-trifluoromethyl-benzyl)-2,4,5,7-tetrahydro-pyrazolo[3,4-d]pyrimidin-6-one ClC1=C(C(=NC=C1)OC)N1CCC(CC1)N1C(N(C=2C([C@H]1C)=CN(N2)C)CC2=C(C=CC=C2)C(F)(F)F)=O |o1:20|